C1=NC2=C(N1[C@H]3[C@@H]([C@@H]([C@H](O3)COP(=O)(O)OP(=O)(O)OP(=O)(O)O)O)O)N=C(NC2=O)N Guanosintriphosphat